CC(C)(C)[O-].[Sn+4].CC(C)(C)[O-].CC(C)(C)[O-].CC(C)(C)[O-] tin tertbutoxide